6-amino-1-[(2,6-difluorophenyl)methyl]-5-[(dimethylamino)methyl]-3-(6-methoxypyridazin-3-yl)thiophene NC1(C=CC(=NN1)C1=CS(C(=C1)CN(C)C)CC1=C(C=CC=C1F)F)OC